ClC1=C(C(=C(C(=C1)F)F)F)F 1-chloro-2,3,4,5-tetrafluorobenzene